3-indolecarboxhydrazide N1C=C(C2=CC=CC=C12)C(=O)NN